C(C)OC(=O)C(C)CCCCC Heptane-2-carboxylic acid ethyl ester